OCC1CC(CC1)NC(OC(C)(C)C)=O tert-butyl (3-(hydroxymethyl)cyclopentyl)carbamate